8-[2-(4-chloro-2,6-dimethylphenyl)acetamido]-1,4-dioxaspiro[4.5]decane-8-carboxylic acid potassium salt [K+].ClC1=CC(=C(C(=C1)C)CC(=O)NC1(CCC2(OCCO2)CC1)C(=O)[O-])C